3-(4-amino-2-fluorophenyl)chroman-4-one NC1=CC(=C(C=C1)C1COC2=CC=CC=C2C1=O)F